tert-Butyl (2S)-4-((2,2-difluoroethyl)amino)-2-phenylpiperidine-1-carboxylate FC(CNC1C[C@H](N(CC1)C(=O)OC(C)(C)C)C1=CC=CC=C1)F